C(C)(=O)[O-].C(C)(=O)[O-].[Na+].[Na+].C(CCCCCCCCCCCCCCC(C)C)(=O)N isostearamide disodium diacetate